C1(CC1)C=1C=CC(=NC1)O[C@@H]1[C@@H](CN(CC1)C1=CC(N(C=2C=CC(=NC12)C#N)C)=O)C 8-((3R,4S)-4-((5-cyclopropylpyridin-2-yl)oxy)-3-methylpiperidin-1-yl)-5-methyl-6-oxo-5,6-dihydro-1,5-naphthyridine-2-carbonitrile